C(C=1C(O)=CC=CC1)OS(N[C@@]1([C@H](O)[C@H](O)[C@@H](CO)O1)N1C=NC=2C(N)=NC=NC12)(=O)=O SALICYL-ADENOSIN-MONOSULFAMAT